CC1OC(C2=C(O1)C=CC=C2C(=O)NCC=2C(NC(=CC2SC)C)=O)C 2,4-dimethyl-N-((6-methyl-4-(methylsulfanyl)-2-oxo-1,2-dihydropyridin-3-yl)methyl)benzo[d][1,3]dioxane-5-carboxamide